9-methoxy-nonyn-1-ol COCCCCCCCC#CO